C(\C=C\C(=O)[O-])(=O)OC O-methyl fumarate